cadaverine myristate C(CCCCCCCCCCCCC)(=O)O.NCCCCCN